O1CCC(CC1)C1=NNC(=C1)SCC1=CC=C(C=C1)C(N)=N 4-({[3-(oxan-4-yl)-1H-pyrazol-5-yl]sulfanyl}methyl)benzene-1-carboximidamide